C(C=C)(=O)N1CCC(CC1)C1=NC=C(C(=N1)C1=CC=C(C=C1)OC1=CC=CC=C1)C(=O)N 2-(1-acryloylpiperidine-4-yl)-4-(4-phenoxyphenyl)pyrimidine-5-carboxamide